boron cobalt iron [Fe].[Co].[B]